CN1N=CC(=C1)C 2-methyl-4-methylpyrazol